tert-butyl 3'-(1,3-dioxolan-2-yl)-4-(trifluoromethyl)-5,6-dihydro-[2,2'-bipyridine]-1(4H)-carboxylate O1C(OCC1)C=1C(=NC=CC1)C=1N(CCC(C1)C(F)(F)F)C(=O)OC(C)(C)C